N[C@H](C(=O)O)CC(=O)C1=C(C=CC(=C1)F)N (S)-2-amino-4-(2-amino-5-fluorophenyl)-4-oxobutanoic acid